N1(C=CC2=CC=CC=C12)C(C)=O 1-(1H-indol-1-yl)ethanone